Ethyl (Z)-3-(3-(2-(2-fluoro-5-((6-fluoro-4-methyl-1H-indol-5-yl)oxy)phenyl)-1H-imidazol-5-yl)-3-methyl-2,3-dihydrobenzofuran-7-yl)acrylate FC1=C(C=C(C=C1)OC=1C(=C2C=CNC2=CC1F)C)C=1NC(=CN1)C1(COC2=C1C=CC=C2\C=C/C(=O)OCC)C